Dimethyldiallylammonium chlorid (4-(2-(3-chloro-4-(2-chloroethoxy)-5-cyanophenyl)prop-2-yl)phenoxy)Methyl(pyrimidin-2-yl)-[4,4'-bipiperidine]-1-carboxylate ClC=1C=C(C=C(C1OCCCl)C#N)C(C)(C)C1=CC=C(OC2C(N(CCC2C2CCNCC2)C(=O)[O-])(C2=NC=CC=N2)C)C=C1.[Cl-].C[N+](CC=C)(CC=C)C.C[N+](C)(CC=C)CC=C